BrC=1C=C(C=CC1)CC1CN(CC1)CCCF 3-[(3-bromophenyl)methyl]-1-(3-fluoropropyl)pyrrolidine